FC1=CC=C(N(C(C)C)[C@@H]2CC[C@H](CC2)NN)C=C1 trans-4-fluoro-N-(4-hydrazinocyclohexyl)-N-isopropyl-aniline